1-(1-aminoisoquinolin-7-yl)-5-(trifluoromethyl)-1H-pyrazole-3-carboxylic acid NC1=NC=CC2=CC=C(C=C12)N1N=C(C=C1C(F)(F)F)C(=O)O